C1(=CC=CC=C1)[C@H]1CC[C@H](CC1)OC[C@@H]1N(CCC[C@@H]1C1=NNC=C1)C(=O)OCC#CC but-2-yn-1-yl (CIS)-2-((((CIS)-4-phenylcyclohexyl)oxy) methyl)-3-(1H-pyrazol-3-yl)piperidine-1-carboxylate